NC1=NC(=NC(=N1)N)C(Cl)(Cl)Cl 2,4-Diamino-6-trichloromethyl-s-triazin